1-[6-(1-methylpyrazol-4-yl)pyrazolo[1,5-a]pyridin-3-yl]-1,4-diazepan-5-one CN1N=CC(=C1)C=1C=CC=2N(C1)N=CC2N2CCNC(CC2)=O